C(C)(C)(C)OC(=O)N[C@@H](CC1=NN(C=C1)C(=O)OC(C)(C)C)C(=O)N(C)OC tert-butyl (S)-3-(2-((tert-butoxycarbonyl)amino)-3-(methoxy(methyl)amino)-3-oxopropyl)-1H-pyrazole-1-carboxylate